(3R)-3-amino-7-(5-tert-butyl-1,3,4-oxadiazol-2-yl)-8-fluoro-5-[(5-isopropoxy-2-pyridyl)methyl]-1,1-dioxo-2,3-dihydro-1lambda6,5-benzothiazepin-4-one N[C@H]1CS(C2=C(N(C1=O)CC1=NC=C(C=C1)OC(C)C)C=C(C(=C2)F)C=2OC(=NN2)C(C)(C)C)(=O)=O